1-(1-benzylpiperidin-4-yl)-3-hydroxy-4,4-dimethylpyrrolidin-2-one C(C1=CC=CC=C1)N1CCC(CC1)N1C(C(C(C1)(C)C)O)=O